4-(1-(3-methoxybenzyl)-1H-pyrrol-3-yl)-2-(methylthio)-6-(trifluoromethyl)pyrimidine COC=1C=C(CN2C=C(C=C2)C2=NC(=NC(=C2)C(F)(F)F)SC)C=CC1